(S)-5-(5-cyclopropyl-1,2,4-oxadiazol-3-yl)-2,3-dihydrospiro[indene-1,4'-oxazolidin]-2'-one C1(CC1)C1=NC(=NO1)C=1C=C2CC[C@]3(NC(OC3)=O)C2=CC1